N-(2-(3-((2-methoxy-4-(methylsulfonyl)phenyl)amino)prop-1-yn-1-yl)-3-(2,2,2-trifluoroethyl)benzo[b]thiophen-7-yl)-3-azabicyclo[3.2.0]heptan-6-amine COC1=C(C=CC(=C1)S(=O)(=O)C)NCC#CC1=C(C2=C(S1)C(=CC=C2)NC2C1CNCC1C2)CC(F)(F)F